2-((5-(4-chloro-2-fluoro-phenyl)-3-methyl-triazol-4-yl)methyl)-5-(3-pyridazin-3-yloxyazetidin-1-yl)pyridazin-3-one ClC1=CC(=C(C=C1)C1=C(N(N=N1)C)CN1N=CC(=CC1=O)N1CC(C1)OC=1N=NC=CC1)F